tert-Butyl 4-((2-(2-(3-fluorobenzamido)phenyl)benzofuran-6-yl)methyl)piperazine-1-carboxylate FC=1C=C(C(=O)NC2=C(C=CC=C2)C=2OC3=C(C2)C=CC(=C3)CN3CCN(CC3)C(=O)OC(C)(C)C)C=CC1